N-(4-(4-(3-propylthioureido)phenyl)-7H-pyrrolo[2,3-d]pyrimidin-2-yl)cyclopropylcarboxamide C(CC)NC(NC1=CC=C(C=C1)C=1C2=C(N=C(N1)NC(=O)C1CC1)NC=C2)=S